calcium (sulfite) sulfate S(=O)(=O)([O-])[O-].S(=O)(O)O.[Ca+2]